racemic-N-methyl-N-((1S,3R)-2,2,3-trimethyl-3-((6-(1-methyl-1H-pyrazol-4-yl)pyrazolo[1,5-a]pyrazin-4-yl)oxy)cyclobutyl)acrylamide CN(C(C=C)=O)[C@@H]1C([C@@](C1)(OC=1C=2N(C=C(N1)C=1C=NN(C1)C)N=CC2)C)(C)C |r|